[32S,34S]cysteine hydrogen persulfate S(=O)(=O)(O)OOS(=O)(=O)O.N[C@@H](C[32SH])C(=O)O